4-(piperidin-1-yl)-2-butenoyl chloride N1(CCCCC1)CC=CC(=O)Cl